5-chloro-2-((R)-4,4-difluoro-3-methylpiperidin-1-yl)-N-(2-((R)-S-methylsulfonimidoyl)pyridin-4-yl)-4-(trifluoromethyl)benzamide ClC=1C(=CC(=C(C(=O)NC2=CC(=NC=C2)[S@@](=O)(=N)C)C1)N1C[C@H](C(CC1)(F)F)C)C(F)(F)F